2-amino-1-[2-(1,3-benzothiazole-6-sulfonyl)-2H,4H,5H,6H-pyrrolo[3,4-c]pyrazol-5-yl]-2-(4-fluoro-3-methylphenyl)ethan-1-one NC(C(=O)N1CC2=NN(C=C2C1)S(=O)(=O)C1=CC2=C(N=CS2)C=C1)C1=CC(=C(C=C1)F)C